4-{5-amino-6-[1-(2-chloro-3,6-difluoro-phenyl)-ethoxy]-pyrazin-2-yl}-benzoic acid NC=1N=CC(=NC1OC(C)C1=C(C(=CC=C1F)F)Cl)C1=CC=C(C(=O)O)C=C1